N-{4-[4-(4-fluorophenyl)-1-[2-oxo-2-(piperazin-1-yl)ethyl]-1H-imidazol-5-yl]pyridin-2-yl}cyclopropanecarboxamide FC1=CC=C(C=C1)C=1N=CN(C1C1=CC(=NC=C1)NC(=O)C1CC1)CC(N1CCNCC1)=O